3-methyl-Benzofuran-2-carboxylic acid ethyl ester C(C)OC(=O)C=1OC2=C(C1C)C=CC=C2